O(C(=O)C)C=1C(OC(C1)=O)=O 3-acetoxyl-2,5-furandione